(6-pentyl-1-oxa-4-azaspiro[4.4]nonan-3-yl)methanol C(CCCC)C1C2(NC(CO2)CO)CCC1